C1(C=CC(N1C1=C(C(=O)[O-])C=CC=C1)=O)=O maleimido-benzoate